NC1=NC=2C=CC(=CC2C2=C1C=NN2C)C(=O)N(CC2=NC=C(C=C2)C(F)(F)F)N2C(CCC2)=O 4-amino-1-methyl-N-(2-oxopyrrolidin-1-yl)-N-((5-(trifluoromethyl)pyridin-2-yl)methyl)-1H-pyrazolo[4,3-c]quinoline-8-carboxamide